FC1=C(C=CC(=C1C=C)OCC(CC)O)C=1C(CC(NN1)=O)C 6-[2-fluoro-4-(2-hydroxybutoxy)-3-vinylphenyl]-5-methyl-4,5-dihydro-2H-pyridazin-3-one